N-(t-butoxycarbonyl)-L-methionine C(C)(C)(C)OC(=O)N[C@@H](CCSC)C(=O)O